tert-Butyl 2-[1-[2-ethylsulfanyl-6-methyl-4-oxo-3-(trifluoromethyl)chromen-8-yl]ethylamino]benzoate C(C)SC=1OC2=C(C=C(C=C2C(C1C(F)(F)F)=O)C)C(C)NC1=C(C(=O)OC(C)(C)C)C=CC=C1